N-[4-(phenylcarbonylamino)-2-[bis(carboxymethyl)amino]phenyl]-N-(carboxymethyl)glycine C1(=CC=CC=C1)C(=O)NC1=CC(=C(C=C1)N(CC(=O)O)CC(=O)O)N(CC(=O)O)CC(=O)O